N-[(5-Chlorothiophen-2-yl)methyl]-N-{3-[1-(morpholin-4-sulfonyl)piperidin-4-yl]-1H-pyrazol-5-yl}morpholin-4-sulfonamid ClC1=CC=C(S1)CN(S(=O)(=O)N1CCOCC1)C1=CC(=NN1)C1CCN(CC1)S(=O)(=O)N1CCOCC1